1-(3,4,5-trimethoxyphenyl)-3,4-dihydropyrrolo[1,2-a]pyrazine COC=1C=C(C=C(C1OC)OC)C=1C=2N(CCN1)C=CC2